(E)-6-(3-methoxystyryl)-5-methyl-2-phenyl-3-(piperidin-1-yl)pyrazolo[1,5-a]pyrimidin-7(4H)-one COC=1C=C(/C=C/C2=C(NC=3N(C2=O)N=C(C3N3CCCCC3)C3=CC=CC=C3)C)C=CC1